(S)-4-(1-(4-(3-(2-amino-[1,2,4]triazolo[1,5-a]pyridin-7-yl)-2-fluorophenyl)-1H-pyrazol-1-yl)ethyl)benzonitrile NC1=NN2C(C=C(C=C2)C=2C(=C(C=CC2)C=2C=NN(C2)[C@@H](C)C2=CC=C(C#N)C=C2)F)=N1